C(C)(C)(C)OC(=O)N1CC(C1)(COC1=C2C(=NC(=C1)C1=CC=C(C=C1)O)N(N=C2)C2OCCCC2)CC 3-Ethyl-3-(((6-(4-hydroxyphenyl)-1-(tetrahydro-2H-pyran-2-yl)-1H-pyrazolo[3,4-b]pyridin-4-yl)oxy)methyl)azetidine-1-carboxylic acid tert-butyl ester